4-((1-(3-(1,1-difluoro-2-hydroxy-2-methylpropyl)phenyl)ethyl)amino)-2-methylpyridine FC(C(C)(C)O)(F)C=1C=C(C=CC1)C(C)NC1=CC(=NC=C1)C